(S)-2-((2-((1-ethoxy-3,3-dimethyl-1,3-dihydrobenzo[c][1,2]oxaborol-5-yl)amino)-5-(3-methyl-1,2,4-oxadiazol-5-yl)pyrimidin-4-yl)amino)-2-phenylethan-1-ol C(C)OB1OC(C2=C1C=CC(=C2)NC2=NC=C(C(=N2)N[C@H](CO)C2=CC=CC=C2)C2=NC(=NO2)C)(C)C